5,8-dihydro-1-naphthalenol C1(=CC=CC=2CC=CCC12)O